NC=1C2=C(N=CN1)N(C=C2)[C@H]2[C@@H]([C@@]([C@H](O2)COC2=CC(=CC=C2)CN)(O)C)O (2R,3S,4R,5R)-5-(4-amino-7H-pyrrolo[2,3-d]pyrimidin-7-yl)-2-((3-(aminomethyl)phenoxy)methyl)-3-methyltetrahydrofuran-3,4-diol